C(C)(C)(C)OC(=O)N1CC2=CC=C(C=C2C1)CO 5-(hydroxymethyl)isoindoline-2-carboxylic acid tert-butyl ester